C(CCCCCCC)N([C@H]1C(O)O[C@@H]([C@H]([C@@H]1O)O)CO)C N-octyl-N-methyl-glucosamine